CC1=NN(C(C1C(=O)NC1=CC(=CC=C1)CCCCC)=O)C1=CC=CC=C1 3-methyl-5-oxo-N-(3-pentylphenyl)-1-phenyl-4,5-dihydro-1H-pyrazole-4-carboxamide